OC1=C(C(=CC2=CC=CC=C12)O)C(=O)O 1,3-dihydroxynaphthalene-2-carboxylic acid